C(#N)[C@H]1C[C@H](N(C1)C(=O)OC(C)(C)C)C(N[C@H]1CN([C@H](C1)C(NCC1=CC=C(C=C1)C#CC1=CC=C(C=C1)CN1CCOCC1)=O)C(C(C)C)=O)=O tert-butyl (2S,4S)-4-cyano-2-(((3R,5R)-1-isobutyryl-5-((4-((4-(morpholinomethyl)phenyl) ethynyl)benzyl)carbamoyl)pyrrolidin-3-yl)carbamoyl)pyrrolidine-1-carboxylate